3,3'-(1,4-phenylene)bis(2-(2-nitrophenyl)acrylonitrile) C1(=CC=C(C=C1)C=C(C#N)C1=C(C=CC=C1)[N+](=O)[O-])C=C(C#N)C1=C(C=CC=C1)[N+](=O)[O-]